(1R,4R)-4-((diphenylmethylene)amino)-1-(3-(5-fluoropyrimidin-2-yl)-4-methoxybenzyl)cyclopent-2-ene-1-carboxylic acid methyl ester COC(=O)[C@]1(C=C[C@@H](C1)N=C(C1=CC=CC=C1)C1=CC=CC=C1)CC1=CC(=C(C=C1)OC)C1=NC=C(C=N1)F